COC=1C=C2C(=NC(=NC2=CC1OC)C)NC(C)C=1SC(=CC1)C1=CC=C(C=C1)S(=O)(=O)C 6,7-dimethoxy-2-methyl-N-[1-{5-[4-(methyl-sulfonyl)phenyl]-thiophen-2-yl}-ethyl]quinazolin-4-amine